N-[[6-(3-Methylpyrrolidin-1-yl)-2-pyridyl]sulfonyl]-2-(2,2,4-trimethylpyrrolidin-1-yl)pyridin-3-carboxamid CC1CN(CC1)C1=CC=CC(=N1)S(=O)(=O)NC(=O)C=1C(=NC=CC1)N1C(CC(C1)C)(C)C